NCCNC1=C2C(=NC3=CC=CN=C13)C=CC(=C2)NC2=CC(=C(C=C2)Cl)Cl N10-(2-Aminoethyl)-N8-(3,4-dichlorophenyl)benzo[b][1,5]naphthyridine-8,10-diamine